C(C)(C)(C)N1C(C=CC1=O)=O N-(tert-butyl)maleimide